BrC=1C=2OCC(N3CCC(C(=CC1F)C32)=O)C 6-bromo-7-fluoro-2-methyl-4-oxa-1-azatricyclo[7.3.1.05,13]tridecane-5(13),6,8-trien-10-one